chloronaphthalene isocyanate [N-]=C=O.ClC1=CC=CC2=CC=CC=C12